tri(tripropylsilane) borate B(O)(O)O.C(CC)[SiH](CCC)CCC.C(CC)[SiH](CCC)CCC.C(CC)[SiH](CCC)CCC